hexahydrofuropyridin-5-one O1CCC2C1CCC(N2)=O